2-((2S)-4-(4-chloro-2'-(((S)-1-methylpyrrolidin-2-yl)methoxy)-5',8'-dihydro-6'H-spiro[indene-1,7'-quinazolin]-4'-yl)-1-(2-fluoropropoyl)piperazin-2-yl)acetonitrile ClC1=C2C=CC3(CCC=4C(=NC(=NC4C3)OC[C@H]3N(CCC3)C)N3C[C@@H](N(CC3)C(C(C)F)=O)CC#N)C2=CC=C1